7-methoxy-3-methyl-N-(4-{[4-(1,3-oxazol-2-yl)phenyl]carbamoyl}phenyl)-1-benzofuran-2-carboxamide COC1=CC=CC=2C(=C(OC21)C(=O)NC2=CC=C(C=C2)C(NC2=CC=C(C=C2)C=2OC=CN2)=O)C